C(C)C1=CC=C(C(=N1)C)C1=NN2C(O[C@@H](CC2)C)=C1C(=O)N[C@@H]1C(NC2=C(C(=N1)C1=CC=CC=C1)C=CC=C2F)=O (5R)-2-(6-Ethyl-2-methyl-3-pyridyl)-N-[(3S)-9-fluoro-2-oxo-5-phenyl-1,3-dihydro-1,4-benzodiazepin-3-yl]-5-methyl-6,7-dihydro-5H-pyrazolo[5,1-b][1,3]oxazine-3-carboxamide